((1r,3r)-3-(3-chloro-4-cyanophenoxy)-2,2,4,4-tetramethylcyclobutyl)(deuteromethyl)benzamide ClC=1C=C(OC2C(C(C2(C)C)C=2C(=C(C(=O)N)C=CC2)C[2H])(C)C)C=CC1C#N